ONC(=O)N N-Hydroxyurea